4-(2-(((R)-((S)-7-(4-methyl-3-oxo-3,4-dihydro-2H-benzo[b][1,4]oxazin-7-yl)-2,3-dihydro-1H-pyrido[2,3-b][1,4]oxazin-3-yl)(phenyl)methyl)amino)ethyl)benzonitrile CN1C2=C(OCC1=O)C=C(C=C2)C2=CC1=C(O[C@@H](CN1)[C@@H](C1=CC=CC=C1)NCCC1=CC=C(C#N)C=C1)N=C2